ClC=1C=C(C=CC1)NCC(NCC(C)OC1=CC(=CC=C1)OC)=N 2-[(3-chlorophenyl)amino]-N-[2-(3-methoxyphenoxy)propyl]Ethanimidamide